4-methoxy-3H-spiro[furo[3,4-c]pyridine-1,3'-piperidine]-1'-carboxylic acid tert-butyl ester C(C)(C)(C)OC(=O)N1CC2(CCC1)OCC=1C(=NC=CC12)OC